NC=1C2=C(N=CN1)N(C(=C2C(=O)NC2=CC=C(C=C2)COC)C#CC=2C=NC=CC2)C2(CC2)C 4-amino-N-[4-(methoxymethyl)phenyl]-7-(1-methylcyclopropyl)-6-(pyridine-3-ylethynyl)-7H-Pyrrolo[2,3-d]pyrimidine-5-carboxamide